4-(1'-(methylsulfonyl)spiro[cyclopropane-1,3'-indolin]-7'-yl)pyrimidine-2,4-diamine CS(=O)(=O)N1CC2(C3=CC=CC(=C13)C1(NC(=NC=C1)N)N)CC2